O1COC2=C1C=CC(=C2)N(C(C2=CC(=CC=C2)N2N=C(C1=C2C[C@@H]2CC[C@H]1N2C2CCC2)C(F)(F)F)=O)C (4R,7S)- or (4S,7R)-N-(benzo[d][1,3]dioxol-5-yl)-3-((4R,7S)-9-cyclobutyl-3-(trifluoromethyl)-5,6,7,8-tetrahydro-4,7-epiminocyclohepta[c]pyrazol-1(4H)-yl)-N-methylbenzamide